Acetyllysine C(C)(=O)N[C@@H](CCCCN)C(=O)O